tert-butyl (E)-3-(1-(3,5-bis(trifluoromethyl)phenethyl)-1H-indol-3-yl)-2-cyanoacrylate FC(C=1C=C(CCN2C=C(C3=CC=CC=C23)/C=C(/C(=O)OC(C)(C)C)\C#N)C=C(C1)C(F)(F)F)(F)F